Ethyl (4R)-4-(2-chloro-3-fluoro-phenyl)-6-[(6-oxo-3,4,7,8,9,9a-hexahydro-1H-pyrido[1,2-a]pyrazin-2-yl)methyl]-2-thiazol-2-yl-1,4-dihydropyrimidine-5-carboxylate ClC1=C(C=CC=C1F)[C@@H]1N=C(NC(=C1C(=O)OCC)CN1CC2N(CC1)C(CCC2)=O)C=2SC=CN2